BrC1=C(C=C(C=C1)N1CCN(CC1)C(=O)OC(C)(C)C)COC tert-Butyl 4-(4-bromo-3-(methoxymethyl)phenyl)piperazine-1-carboxylate